2-((Z)-2-(((E)-benzylidene)hydrazineylidene)-4-oxothiazolidine-5-yl)acetyl chloride C(/C1=CC=CC=C1)=N\N=C\1/SC(C(N1)=O)CC(=O)Cl